10-propenoyl-3-(8-chloronaphthalen-1-yl)-11-((dimethylamino)methyl)-4-fluoro-7-methyl-9,10,11,12-tetrahydro-7H-pyrazino[1',2':4,5]pyrazino[2,3-c][1,6]naphthyridin-8(8aH)-one C(C=C)(=O)N1CC2N(C3=C(C=NC4=C(C(=NC=C34)C3=CC=CC4=CC=CC(=C34)Cl)F)N(C2=O)C)CC1CN(C)C